C(CCCCCCCCC(=O)OC1CC(N(C(C1)(C)C)C)(C)C)(=O)OC1CC(N(C(C1)(C)C)C)(C)C sebacic acid, 1,10-bis(1,2,2,6,6-pentamethyl-4-piperidyl) ester